4-((s)-1-((s)-1-((5-chloropyridin-2-yl)amino)-1-oxopropan-2-yl)piperidin-3-yl)pyridine 1-oxide ClC=1C=CC(=NC1)NC([C@H](C)N1C[C@@H](CCC1)C1=CC=[N+](C=C1)[O-])=O